palladium-platinum-copper-bismuth-tin [Sn].[Bi].[Cu].[Pt].[Pd]